2,6-DIMETHYLPYRAZINE CC1=NC(=CN=C1)C